Cl/C(/C(=O)OCCC(C)C)=C(/C(=O)OCCC(C)C)\Cl diisopentyl 2,3-dichloromaleate